2-(3-chlorophenyl)-2-methylpropanal ClC=1C=C(C=CC1)C(C=O)(C)C